5-chloro-2-(piperidin-4-yl-4-d)pyrimidine p-toluenesulfonate salt CC1=CC=C(C=C1)S(=O)(=O)O.ClC=1C=NC(=NC1)C1(CCNCC1)[2H]